ClC1CCC2=CC(=CC=C12)OC 1-chloro-5-methoxy-2,3-dihydro-1H-indene